tert-Butyl 10-((2-oxopyrimidin-1(2H)-yl)methyl)-7-azaspiro[4.5]decane-7-carboxylate O=C1N(C=CC=N1)CC1CCN(CC12CCCC2)C(=O)OC(C)(C)C